1-(9-FLUORENYLMETHYLOXYCARBONYL-AMINO)-4,7,10-TRIOXA-13-TRIDECANAMINE HYDROCHLORIDE Cl.C1=CC=CC=2C3=CC=CC=C3C(C12)COC(=O)NCCCOCCOCCOCCCN